O=C(OC)CCOCCOCCOCCCCCCOC1=CC=C(C=C1)[C@@H](C)NC(=O)C=1C=C(C=CC1)NC1(CCC(CC1)C(=O)OC(C)(C)C)C1=NN=C(N1)C1=CC=NC=C1 (R)-tert-butyl 4-(3-(1-(4-(3-oxo-2,6,9,12-tetraoxaoctadecan-18-yloxy)phenyl)ethylcarbamoyl)phenylamino)-4-(5-(pyridin-4-yl)-4H-1,2,4-triazol-3-yl)cyclohexanecarboxylate